C1(CC1)OC1=C(C(=NC=C1)C=O)NC 4-CYCLOPROPOXY-3-(METHYLAMINO)PICOLINALDEHYDE